thiodiethylene bis(3,5-di-tert-butyl-4-hydroxy-hydrocinnamate) C(C)(C)(C)C=1C=C(CCC(=O)OCCSCCOC(CCC2=CC(=C(C(=C2)C(C)(C)C)O)C(C)(C)C)=O)C=C(C1O)C(C)(C)C